C(C)(C)C1=C(NC2=CC=C(C=C12)C(=O)N1CCN(CCC1)C)C=1C=C(C=2N(C1)N=CN2)OC (3-isopropyl-2-(8-methoxy-[1,2,4]triazolo[1,5-a]pyridin-6-yl)-1H-indol-5-yl)(4-methyl-1,4-diazacycloheptan-1-yl)methanone